2-bromo-5-chloro-1-[(1S,2S)-2-(trifluoromethyl)cyclopropyl]-1H-imidazole-4-carboxylic acid BrC=1N(C(=C(N1)C(=O)O)Cl)[C@@H]1[C@H](C1)C(F)(F)F